(2,6-dioxo-3-piperidyl)-4-fluoro-1-oxo-isoindoline-5-carbonitrile O=C1NC(CCC1N1C(C2=CC=C(C(=C2C1)F)C#N)=O)=O